BrC1=C(C=CC=C1Cl)/N=N/C(CCCC(=O)O)C(=O)OC (E)-5-((2-bromo-3-chlorophenyl)diazenyl)-6-methoxy-6-oxohexanoic acid